6-(2-methoxyethoxy)-2-methylpyrido[3,4-d]pyrimidin-4-amine COCCOC1=CC2=C(N=C(N=C2N)C)C=N1